4-fluoro-2-(2-methyl-1H-benzoimidazol-5-yl)phenol FC1=CC(=C(C=C1)O)C1=CC2=C(NC(=N2)C)C=C1